C12C3CC3C(CC1)C2 Tricyclo[3.2.1.02,4]octane